1-[4-(2,3-dihydro-1,4-benzodioxin-2-yl)benzyl]-4,4-dimethylpiperidine O1C(COC2=C1C=CC=C2)C2=CC=C(CN1CCC(CC1)(C)C)C=C2